The molecule is a fully saturated D-mannose polyisoprenoid phosphoglycolipid (C32 chain-length) obtained from Mycobacterium tuberculosis. It is a glycophospholipid and a mannose phosphate. CC(C)CCCC(C)CCCC(C)CCCC(C)CCCC(C)CCCC(C)CCCC(C)CCCC(C)CCOP(=O)(O)O[C@H]1[C@H]([C@H]([C@@H]([C@H](O1)CO)O)O)O